FC1=C(C=CC=C1)NC(C(=O)N[C@H](C(=O)N[C@@H](C[C@H]1C(NCC1)=O)C(CO)=O)CC(C)C)=O N1-(2-fluorophenyl)-N2-((S)-1-(((S)-4-hydroxy-3-oxo-1-((S)-2-oxopyrrolidin-3-yl)butan-2-yl)amino)-4-methyl-1-oxopentan-2-yl)oxalamide